NC(C)(C)C1=C2C=C(N=CC2=C(C=C1)N1[C@@H]([C@H](C1)CS(=O)(=O)C)C)NC1=NC(=NC=C1)N1C[C@H]([C@H](CC1)OC)F 5-(2-aminopropan-2-yl)-N-(2-((3R,4S)-3-fluoro-4-methoxypiperidin-1-yl)pyrimidin-4-yl)-8-((2R,3S)-2-methyl-3-((methylsulfonyl)meth-yl)azetidin-1-yl)isoquinolin-3-amine